C(C)(C)(C)OC(=O)N1C[C@H]([C@H](C1)NC=1C=C2CN3[C@@H](C2=CC1)CNC[C@H]3C)F (3R,4S)-3-fluoro-4-(((4R,10bS)-4-methyl-1,2,3,4,6,10b-hexahydropyrazino[2,1-a]isoindol-8-yl)amino)pyrrolidine-1-carboxylic acid tert-butyl ester